C(#N)C(CCCl)C(C)N1N=CC(=C1C)C(=O)N(C1=CN=NC=C1)C 1-[1-(1-cyanochloropropyl)ethyl]-N,5-dimethyl-N-pyridazin-4-yl-pyrazole-4-carboxamide